N'-tricosanyl-perylene-3,4,9,10-tetracarboxylic acid diimide C(CCCCCCCCCCCCCCCCCCCCCC)N=C(O)C=1C2=C(C=CC=3C4=CC=C(C=5C(=CC=C(C(=CC1)C23)C54)C(=O)O)C(=O)O)C(O)=N